({4-[(1-methyl-2-oxopyridin-3-yl)amino]-5-(methylcarbamoyl)pyridin-2-yl}amino)pyridine-3-carboxylic acid methyl ester COC(=O)C=1C(=NC=CC1)NC1=NC=C(C(=C1)NC=1C(N(C=CC1)C)=O)C(NC)=O